NCC1=NNC(C2=CC=C(C=C12)C=1C=NN(C1C1=C(C2=C(OC[C@H]3N2CCC3)C=C1F)C#N)C([2H])([2H])[2H])=O (P)-(S)-8-(4-(4-(aminomethyl)-1-oxo-1,2-dihydrophthalazin-6-yl)-1-(methyl-d3)-1H-pyrazol-5-yl)-7-fluoro-2,3,3a,4-tetrahydro-1H-benzo[b]pyrrolo[1,2-d][1,4]oxazine-9-carbonitrile